CC1=CC(=NO1)C1=NN=C2N1C=C(C=C2)O 3-(5-methylisoxazol-3-yl)[1,2,4]triazolo[4,3-a]pyridine-6-ol